(1S,2S,4R)-1-amino-4-(aminomethyl)-2-(3-boronopropyl)cyclopentanecarboxylic acid N[C@@]1([C@H](C[C@H](C1)CN)CCCB(O)O)C(=O)O